CN1C(=NN=C1)C1=C(C=CC=C1)C1=CC(=CC=C1)N1C(C2=CC(=CC(=C2C1)C(F)(F)F)CN1C[C@H](CCC1)C)=O (S)-2-(2'-(4-Methyl-4H-1,2,4-triazol-3-yl)-[1,1'-biphenyl]-3-yl)-6-((3-methylpiperidin-1-yl)methyl)-4-(trifluoromethyl)isoindolin-1-one